(2s,4s)-2-(4-(4-ethylphenyl)piperidine-1-carbonyl)-7-oxa-5-azaspiro[3.4]Octane-6-one C(C)C1=CC=C(C=C1)C1CCN(CC1)C(=O)C1CC2(C1)NC(OC2)=O